NC1=NC=C(C=C1C(=O)N[C@@H]1[C@H](CCC1)OCC1=CC=C(C=C1)C=1C=C2C(CN(C2=CC1)C)(C)C)C=1C=NN(C1)C 2-amino-5-(1-methyl-1H-pyrazol-4-yl)-N-[(1S,2S)-2-{[4-(1,3,3-trimethyl-2,3-dihydro-1H-indol-5-yl)phenyl]methoxy}cyclopentyl]pyridine-3-carboxamide